5-(2-Chlorophenyl)-7-(trifluoromethyl)-1,5-dihydro-4H-pyrazolo[4,3-c][1,8]naphthyridine ClC1=C(C=CC=C1)N1CC2=C(C=3C=CC(=NC13)C(F)(F)F)NN=C2